tert-butyl 9-(4-amino-5-bromo-7-methyl-7H-pyrrolo[2,3-d]pyrimidin-6-yl)-3-azaspiro[5.5]undec-8-ene-3-carboxylate NC=1C2=C(N=CN1)N(C(=C2Br)C2=CCC1(CCN(CC1)C(=O)OC(C)(C)C)CC2)C